ethyl 2-diazoacetate [N+](=[N-])=CC(=O)OCC